CC=1N=C(SC1C=1C=C2CCN(C(C2=CC1)=O)C)NC(=O)N1[C@@H](CCC1)C(=O)N (S)-N1-(4-methyl-5-(2-methyl-1-oxo-1,2,3,4-tetrahydroisoquinolin-6-yl)thiazol-2-yl)pyrrolidine-1,2-dicarboxamide